COC=1C(=C2C=CNC2=C(C1)C)CN1[C@H](CC2(COC2)CC1)C1=CC=C(C(=O)O)C=C1 |r| (±)-4-(7-((5-methoxy-7-methyl-1H-indol-4-yl)methyl)-2-oxa-7-azaspiro[3.5]nonan-6-yl)benzoic acid